ClC=1C(=C(C(=CC1)F)C=1C(N(N=C(C1O)C)C)=O)CCC1=CC(=NC=C1)F 4-[3-chloro-6-fluoro-2-[2-(2-fluoro-4-pyridinyl)ethyl]phenyl]-5-hydroxy-2,6-dimethyl-pyridazin-3-one